isopropyl (trans-4-(5-(2-(N-(tert-butyl)sulfamoyl)-4-(6-(hydroxymethyl)pyridin-3-yl)phenyl)thiazol-2-yl)cyclohexyl)carbamate C(C)(C)(C)NS(=O)(=O)C1=C(C=CC(=C1)C=1C=NC(=CC1)CO)C1=CN=C(S1)[C@@H]1CC[C@H](CC1)NC(OC(C)C)=O